6-[2-[2-[5-Bromo-2-[4-(hydroxymethyl)cyclohexyl]indazol-6-yl]oxyethoxy]ethoxy]pyridine-2-carboxylic acid BrC1=CC2=CN(N=C2C=C1OCCOCCOC1=CC=CC(=N1)C(=O)O)C1CCC(CC1)CO